FC(S(=O)(=O)OC=1C=C(C2=CN(N=C2C1C#N)CC1=CC=C(C=C1)OC)N1[C@@H](CCC1)C)(F)F (R)-7-cyano-2-(4-methoxybenzyl)-4-(2-methylpyrrolidin-1-yl)-2H-indazol-6-yl trifluoromethanesulfonate